CC(CC)(CCCC(C)C)O 3,7-dimethyl-octan-3-ol